CC=1NC(C2=CN=CC=C2C1)=O 3-methyl-2,7-naphthyridin-1(2H)-one